FC(S(=O)(=O)OC1=CC(N2CCCC2=C1)=O)(F)F 5-oxo-1,2,3,5-tetrahydroindolizin-7-yl trifluoromethanesulfonate